ClC1=CC=C2C(=N1)C(=CN2)NC2=NC1=C(N2)C=CC(=C1)OC1COC1 N-(5-Chloro-1H-pyrrolo[3,2-b]pyridin-3-yl)-5-(oxetan-3-yloxy)-1H-benzo[d]imidazol-2-amine